Tert-butyl N-(tert-butoxycarbonylamino)-N-[3-[(2,2-difluoro-1,3-benzodioxol-5-yl)-methyl-carbamoyl]phenyl]carbamate C(C)(C)(C)OC(=O)NN(C(OC(C)(C)C)=O)C1=CC(=CC=C1)C(N(C)C1=CC2=C(OC(O2)(F)F)C=C1)=O